[N+](#[C-])C(C)CCCCCC 2-ISOCYANOOCTANE